IC1=C2N=CN(C2=NC=N1)COCC[Si](C)(C)C 6-iodo-9-((2-(trimethylsilyl)ethoxy)methyl)-9H-purine